[4-(2-hydroxyethoxy)phenyl]propane OCCOC1=CC=C(C=C1)CCC